N-((R)-1-(2-((S)-1-(((R)-tert-butylsulfinyl)amino)-4,4,4-trifluoro-3,3-dimethylbutyl)-1-((2-(trimethylsilyl)ethoxy)methyl)-1H-benzo[d]imidazol-5-yl)ethyl)-4,4,4-trifluorobutanamide C(C)(C)(C)[S@@](=O)N[C@@H](CC(C(F)(F)F)(C)C)C1=NC2=C(N1COCC[Si](C)(C)C)C=CC(=C2)[C@@H](C)NC(CCC(F)(F)F)=O